ClC1=C(C(=CC=C1)F)C=1C(C2=C(N=C(N=C2)NC2=CC=C(C=C2)NC2CCNCC2)N(C1)C)=O 6-(2-chloro-6-fluorophenyl)-8-methyl-2-{[4-(piperidin-4-ylamino)phenyl]amino}pyrido[2,3-d]pyrimidin-5(8H)-one